6-(1-(Cyclobutylamino)ethyl)-4-(trifluoromethyl)isoindolin-1-one C1(CCC1)NC(C)C1=CC(=C2CNC(C2=C1)=O)C(F)(F)F